P(=O)([O-])([O-])[O-].[NH4+].[NH4+].[NH4+].O[C@H]1CNCC1 (3R)-3-HYDROXYPYRROLIDIN Triammonium phosphat